1,3-dimethoxy-5-iodobenzene COC1=CC(=CC(=C1)I)OC